BrC=1C=C(C(=NC1N=S(C1=CC=CC=C1)(=O)C)C)N=CN(C)CC N'-(5-bromo-2-methyl-6-((methyl(oxo)(phenyl)-λ6-sulfaneylidene)amino)pyridin-3-yl)-N-ethyl-N-methylformimidamide